bis(4-((tert-butoxycarbonyl) amino) phenyl) 2,3,5,6-tetrafluoroterephthalate FC1=C(C(=O)OC2=CC=C(C=C2)NC(=O)OC(C)(C)C)C(=C(C(=C1F)C(=O)OC1=CC=C(C=C1)NC(=O)OC(C)(C)C)F)F